C(C)(C)(C)OC(=O)N1C(CCC1)C=1C=C(C(N(N1)CC1=CC=C(C=C1)OC)=O)C(=O)OC methyl 6-(1-(tert-butoxycarbonyl)pyrrolidin-2-yl)-2-(4-methoxybenzyl)-3-oxo-2,3-dihydropyridazine-4-carboxylate